ClC1=C2N=CC(=NC2=CC=C1)C=1C(=NN(C1)C(=O)OC(C)(C)C)C1CC1 tert-butyl 4-(5-chloroquinoxalin-2-yl)-3-cyclopropyl-1H-pyrazole-1-carboxylate